2-chloro-1-(6-hydroxy-1,4-diazepan-1-yl)ethanone ClCC(=O)N1CCNCC(C1)O